C(C)(=O)C1=C2CCC(C2=CC(=C1)C(C)(C)C)(C)C 4-acetyl-6-t-butyl-1,1-dimethylindan